cyclohexyl-(phenyl)(2-(pyridin-4-yl)ethyl)phosphorus oxide C1(CCCCC1)P(CCC1=CC=NC=C1)(C1=CC=CC=C1)=O